iridium (1,5-cyclooctadiene) hydroxide [OH-].C1=CCCC=CCC1.[Ir+3].[OH-].[OH-]